1-(methylamino)-2,7-naphthyridine CNC1=NC=CC2=CC=NC=C12